methyl-N-phenyl-5-(piperidin-4-ylamino)quinoline-8-carboxamide hydrochloride Cl.CC1=NC2=C(C=CC(=C2C=C1)NC1CCNCC1)C(=O)NC1=CC=CC=C1